(N,N-bis(2,4-dimethoxybenzyl)sulfamoyl)-3,4,5,6-tetrafluoro-N,N-dimethylbenzamide COC1=C(CN(S(=O)(=O)C2=C(C(=O)N(C)C)C(=C(C(=C2F)F)F)F)CC2=C(C=C(C=C2)OC)OC)C=CC(=C1)OC